(R)-β-hydroxyisobutyric acid methyl ester COC([C@@H](CO)C)=O